N-[[6-(pyrazolo[1,5-a]pyridine-3-carbonyl)-6-azaspiro[2.5]octan-2-yl]methyl]furo[2,3-c]pyridine-2-carboxamide N1=CC(=C2N1C=CC=C2)C(=O)N2CCC1(C(C1)CNC(=O)C1=CC=3C(=CN=CC3)O1)CC2